dodecyl-erucic acid amide C(CCCCCCCCCCC)C(C(=O)N)CCCCCCCCCC\C=C/CCCCCCCC